(S)-(3-aminopyrrolidin-1-yl)(3-methyl-5-(4-(4-(tetrahydro-2H-pyran-4-yl)piperazin-1-yl)phenyl)thiophen-2-yl)methanone N[C@@H]1CN(CC1)C(=O)C=1SC(=CC1C)C1=CC=C(C=C1)N1CCN(CC1)C1CCOCC1